tert-butyl (1R,4R)-5-(2-(3,7-bis-(1-(tetrahydro-2H-pyran-2-yl)-1H-pyrazolo[3,4-c]pyridin-4-yl)-10H-phenothiazin-10-yl)ethyl)-2,5-diazabicyclo[2.2.1]heptane-2-carboxylate O1C(CCCC1)N1N=CC=2C1=CN=CC2C=2C=CC=1N(C3=CC=C(C=C3SC1C2)C2=C1C(=CN=C2)N(N=C1)C1OCCCC1)CCN1[C@H]2CN([C@@H](C1)C2)C(=O)OC(C)(C)C